C(C1=CC=CC=C1)N(CCC(=O)C1=CC=CC=C1)C 3-(benzyl(methyl)amino)-1-phenylpropan-1-one